OC1=CC=C(C=C1C(=O)O)C(=O)O 6-hydroxybenzene-1,3-dicarboxylic acid